N-(4-chloro-1H-indol-6-yl)-5-[1-(2,2,2-trifluoroethyl)piperidin-4-yl]-1H-1,3-benzodiazol-2-amine ClC1=C2C=CNC2=CC(=C1)NC1=NC2=C(N1)C=CC(=C2)C2CCN(CC2)CC(F)(F)F